(+-)-2,6-dimethyl-4-(2,3-dichlorophenyl)-1,4-dihydro-3,5-pyridinedicarboxylic acid methyl ester ethyl ester C(C)OC(=O)C=1[C@@H](C(=C(NC1C)C)C(=O)OC)C1=C(C(=CC=C1)Cl)Cl |r|